5-((S)-2,4-diaminobutanamido)-2-methyl-N-((R)-1-(naphthalen-1-yl)ethyl)benzamide bis(2,2,2-trifluoroacetate) FC(C(=O)O)(F)F.FC(C(=O)O)(F)F.N[C@H](C(=O)NC=1C=CC(=C(C(=O)N[C@H](C)C2=CC=CC3=CC=CC=C23)C1)C)CCN